ClC=1C2=CN(N=C2C=CC1C1=CNC2=C1C=1N(C(=N2)N2CCC(CC2)(N)C)C=CN1)C 1-(9-(4-chloro-2-methyl-2H-indazol-5-yl)-7H-imidazo[1,2-c]pyrrolo[3,2-e]pyrimidin-5-yl)-4-methylpiperidin-4-amine